FC(C(S(=O)(=O)[O-])(F)F)(F)F.CN1C(=[N+](C=C1)C)C 1,2,3-trimethylimidazolium pentafluoroethanesulfonate